ClC1=CC2=C(S1)[C@@]1(C[C@@H](N[C@@H](C1)C=1N=NN(C1)C)C)OCC2 (2'S,6'S,7S)-2-chloro-2'-methyl-6'-(1-methyltriazol-4-yl)spiro[4,5-dihydrothieno[2,3-c]pyran-7,4'-piperidine]